5-amino-N-(3-chloro-4-fluorophenyl)-3-(5-(((4-chlorophenyl)sulfonyl)difluoromethyl)-5-hydroxyoctahydro-pentalen-2-yl)-1-methyl-1H-pyrazole-4-carboxamide NC1=C(C(=NN1C)C1CC2CC(CC2C1)(O)C(F)(F)S(=O)(=O)C1=CC=C(C=C1)Cl)C(=O)NC1=CC(=C(C=C1)F)Cl